ClC1=C(C(=CC(=C1)F)F)NC=1N(C2=NC(=NC=C2N1)N[C@H]1[C@@H](COCC1)C)C1CCC(CC1)(C(=O)O)C (1S,4s)-4-(8-((2-chloro-4,6-difluorophenyl)amino)-2-(((3S,4R)-3-methyltetrahydro-2H-pyran-4-yl)amino)-9H-purin-9-yl)-1-methylcyclohexane-1-carboxylic acid